(S)-3-(3-(5-(4-Methyl-4H-1,2,4-triazol-3-yl)spiro[2.3]hexan-5-yl)phenyl)-6-((3-methylpiperidin-1-yl)methyl)-8-(trifluoromethyl)quinazolin-4(3H)-one CN1C(=NN=C1)C1(CC2(CC2)C1)C=1C=C(C=CC1)N1C=NC2=C(C=C(C=C2C1=O)CN1C[C@H](CCC1)C)C(F)(F)F